2-((5-chloro-3-cyano-4,6-dimethylpyridin-2-yl)amino)-N-methyl-N-phenylacetamide ClC=1C(=C(C(=NC1C)NCC(=O)N(C1=CC=CC=C1)C)C#N)C